3-benzyl-1-(1-benzyloxy-1H-pyrazol-4-yl)-2,3-dihydroquinazolin-4(1H)-one C(C1=CC=CC=C1)N1CN(C2=CC=CC=C2C1=O)C=1C=NN(C1)OCC1=CC=CC=C1